OC1CCN(CC1)C1=CC=C(C=N1)B(O)O 6-(4-hydroxypiperidin-1-yl)pyridin-3-ylboronic acid